4-(2-(3-((2-(difluoromethoxy)-6-methylpyridin-3-yl)carbamoyl)-3-(2-isopropylphenyl)azetidin-1-yl)-2-oxoethyl)-1-methylpiperidine-4-carboxylic acid FC(OC1=NC(=CC=C1NC(=O)C1(CN(C1)C(CC1(CCN(CC1)C)C(=O)O)=O)C1=C(C=CC=C1)C(C)C)C)F